N-tert-butyl-6-chloro-N'-ethyl-1,3,5-triazine-2,4-diamine C(C)(C)(C)NC1=NC(=NC(=N1)NCC)Cl